N=1C=NN2C1C(=CC=C2)CCCC2CCC1N(CCNC1)C2=O 7-(3-([1,2,4]triazolo[1,5-a]pyridin-8-yl)propyl)octahydro-6H-pyrido[1,2-a]pyrazin-6-one